CC(CC(=O)N1CCN(CC1)C1=CC=C(C=C1)C=1C=2N(C=C(C1)C1=NNC(=C1)C)N=CC2C#N)(C)C 4-(4-(4-(3,3-dimethylbutyryl)piperazin-1-yl)phenyl)-6-(5-methyl-1H-pyrazol-3-yl)pyrazolo[1,5-a]pyridine-3-carbonitrile